C12CC(CC2C1)OC1=C(C=C(C=C1F)NC(=O)C=1N=C(OC1CC(F)(F)F)N1CC2C(C1)CCO2)F N-(4-{cis-bicyclo[3.1.0]hexan-3-yloxy}-3,5-difluorophenyl)-2-{hexahydro-5H-furo[2,3-c]pyrrol-5-yl}-5-(2,2,2-trifluoroethyl)oxazole-4-carboxamide